N-(3-(1-(2,6-Dioxopiperidin-3-yl)-3-methyl-1H-indazol-6-yl)prop-2-yn-1-yl)-5-(8-(7-ethyl-1,3-dimethyl-2-oxo-1,2-dihydroquinolin-5-yl)isoquinolin-3-yl)picolinamide O=C1NC(CCC1N1N=C(C2=CC=C(C=C12)C#CCNC(C1=NC=C(C=C1)C=1N=CC2=C(C=CC=C2C1)C1=C2C=C(C(N(C2=CC(=C1)CC)C)=O)C)=O)C)=O